N12CCC(CC1)(CC2)C(C(=O)O)C (quinuclidin-4-yl)propionic acid